ClC1=CC=C(C=C1)N1CCN(CC1)C1CC(CC1)C1=CC=C(C(N1)=O)CC 6-(3-(4-(4-chlorophenyl)piperazin-1-yl)cyclopentyl)-3-ethylpyridin-2(1H)-one